5-chloro-1-isopropyl-7-(4,4,5,5-tetramethyl-1,3,2-dioxaborolan-2-yl)quinolin-4(1H)-one ClC1=C2C(C=CN(C2=CC(=C1)B1OC(C(O1)(C)C)(C)C)C(C)C)=O